C(CCCCCC(C)C)OC(C=1C(C(=O)OCCCCCCC(C)C)=CC=CC1)=O Diiso-nonylphthalat